(tromethamine), tosylate salt S(=O)(=O)(O)C1=CC=C(C)C=C1.NC(CO)(CO)CO